4-(tert-butoxy)-6-chloro-8-fluoro-2-(methylthio)quinazoline C(C)(C)(C)OC1=NC(=NC2=C(C=C(C=C12)Cl)F)SC